bis(trans-oleic acid) aluminum monochloride [Al]Cl.C(CCCCCCC\C=C\CCCCCCCC)(=O)O.C(CCCCCCC\C=C\CCCCCCCC)(=O)O